C[C@H]1CC[C@@H](N(C1)C(C(=O)NC1=NC=CC=C1C(=O)N)=O)C1=CC=C(C=C1)S(N)(=O)=O [[2-[(2R,5S)-5-methyl-2-(4-sulfamoylphenyl)-1-piperidyl]-2-oxo-acetyl]amino]pyridine-3-carboxamide